1-({(5R,7S)-7-methyl-2-oxo-3-[(1-phenyl-1H-1,2,3-triazol-4-yl)methyl]-1-oxa-3-azaspiro[4.5]dec-7-yl}methyl)-1H-benzimidazole-6-carbonitrile C[C@]1(C[C@@]2(CN(C(O2)=O)CC=2N=NN(C2)C2=CC=CC=C2)CCC1)CN1C=NC2=C1C=C(C=C2)C#N